ethyl 3-chloro-6-formylpyridine-2-carboxylate ClC=1C(=NC(=CC1)C=O)C(=O)OCC